O1CCN(CC1)C1=CC(=NC=2N1N=C(C2)CN)N2N=C(C=C2)C2=CC=CC=C2 (7-morpholino-5-(3-phenyl-1H-pyrazol-1-yl)pyrazolo[1,5-a]pyrimidin-2-yl)methylamine